ClC=1C(=NC=C(C1)NC(=O)C=1C=NN(C1C(F)(F)F)C1=C2C=CNC(C2=CC=C1)=O)C(=O)N(C)C 3-Chloro-N,N-dimethyl-5-(1-(1-oxo-1,2-dihydroisochinolin-5-yl)-5-(trifluoromethyl)-1H-pyrazol-4-carboxamido)picolinamid